BrC1=NNC2=NC=CC(=C21)Cl 3-bromo-4-chloro-1H-pyrazolo[3,4-b]pyridine